CC1=CN=C(S1)NC1=CC(=CC(=N1)OC1CN(CC1)C(C=C)=O)CN1CCOCC1 1-(3-((6-((5-methylthiazol-2-yl)amino)-4-(morpholinomethyl)pyridin-2-yl)oxy)pyrrolidin-1-yl)prop-2-en-1-one